[1-[(1R)-1-[(1R,2R)-2-[(8-fluoro-2,2-dimethyl-chroman-4-yl)carbamoyl]cyclopropyl]-3-methoxypropyl]-4,4-dimethyl-6-oxo-hexahydropyrimidin-2-ylidene]ammonium FC=1C=CC=C2C(CC(OC12)(C)C)NC(=O)[C@H]1[C@@H](C1)[C@@H](CCOC)N1C(NC(CC1=O)(C)C)=[NH2+]